3-(5-(4-(2-(4-((1-(5-(5-methyl-5H-pyrido[4,3-b]indol-7-yl)pyridin-2-yl)azetidin-3-yl)oxy)piperidin-1-yl)ethyl)piperidin-1-yl)-1-oxoisoindolin-2-yl)piperidine-2,6-dione CN1C2=C(C=3C=CC(=CC13)C=1C=CC(=NC1)N1CC(C1)OC1CCN(CC1)CCC1CCN(CC1)C=1C=C3CN(C(C3=CC1)=O)C1C(NC(CC1)=O)=O)C=NC=C2